OC=1C(NC=NC1CCC1=CC=C(C=C1)C#CC=1C=NC(=CC1)CNC1COCC1)=O 5-hydroxy-6-(4-((6-(((tetrahydrofuran-3-yl)amino)methyl)pyridin-3-yl)ethynyl)phenethyl)pyrimidin-4(3H)-one